(S)-4-(1-(4-(prop-1-yn-1-yl)-1-(4-(trifluoromethyl)benzyl)-1H-1,2,3-triazole-5-carboxamido)ethyl)benzoic acid C(#CC)C=1N=NN(C1C(=O)N[C@@H](C)C1=CC=C(C(=O)O)C=C1)CC1=CC=C(C=C1)C(F)(F)F